NC1=NC(N(C=C1)[C@@H]1O[C@@H]([C@@H]([C@@H]1O)O)CO)=O 4-amino-1-[(2R,3S,4R,5R)-3,4-dihydroxy-5-(hydroxymethyl)oxolan-2-yl]pyrimidin-2-one